ClC1=NC=C2C(=N1)N(N=C2)CC2C(C2)(F)F 6-chloro-1-((2,2-difluorocyclopropyl)methyl)-1H-pyrazolo[3,4-d]pyrimidine